C(C=C)(=O)N acrylyl-amine